(R)-benzyl 2-(imino(methoxy)methyl)pyrrolidine-1-carboxylate N=C([C@@H]1N(CCC1)C(=O)OCC1=CC=CC=C1)OC